C1(CC1)C1=C(C(=NC=C1)OC)C=1N=CC2=C(N1)C=NN2COCC[Si](C)(C)C 2-[[5-(4-cyclopropyl-2-methoxy-3-pyridyl)pyrazolo[4,3-d]pyrimidin-1-yl]methoxy]ethyl-trimethyl-silane